NC=1N=C(SC1C(C1=CC=C(C=C1)OC(F)F)=O)N(C1=CC(=C(C=C1)OC(F)(F)F)Cl)C(C(=O)N)C [N-[4-amino-5-[4-(difluoromethoxy)benzoyl]thiazol-2-yl]-3-chloro-4-(trifluoromethoxy)anilino]propanamide